1H-pyrazole-5-carboxylate N1N=CC=C1C(=O)[O-]